glycidoxybenzene tert-butyl-(4-amino-2,3-difluorobenzyl)carbamate C(C)(C)(C)N(C(O)=O)CC1=C(C(=C(C=C1)N)F)F.C(C1CO1)OC1=CC=CC=C1